S1C(=CC=C1)CS(=O)(=O)C1=CC=C(C=C1)SC1=NC=CC(=N1)N 2-((4-((thiophen-2-ylmethyl)sulfonyl)phenyl)thio)pyrimidin-4-amine